BrC1=NN2C(N=C(C=C2NC[C@]2(C[C@H](CC2)O)C2=CC=CC=C2)C(F)(F)F)=C1 (1S,3R)-3-(((2-bromo-5-(trifluoromethyl)pyrazolo[1,5-a]pyrimidin-7-yl)amino)methyl)-3-phenylcyclopentan-1-ol